ClC(N(C)C)=[N+](C)C [chloro(dimethylamino)methylidene]-dimethylazanium